dimethylindolo[1,2-a]quinazolin-5(7H)-one CC1(C2=CC=CC=C2N2C1=NC(C=1C=CC=CC21)=O)C